1,1-dideuterio-1-bromo-1-(2,3,4,5,6-pentadeuterophenyl)methane [2H]C(C1=C(C(=C(C(=C1[2H])[2H])[2H])[2H])[2H])(Br)[2H]